N'-(phenylene-bis-(2,2-propylene)-bis-p-phenylene)bismaleimide C1(=C(C=CC=C1)C(C)(C)C1=CC=C(C=C1)C=1C(=O)NC(C1)=O)C(C)(C)C1=CC=C(C=C1)C=1C(=O)NC(C1)=O